4-(3-cyano-2-(2-methyl-1,2,3,4-tetrahydroisoquinolin-5-yl)-8-((5-methyl-1H-benzo[d][1,2,3]triazol-4-yl)oxy)quinolin-4-yl)piperazine-1-carboxylic acid tert-butyl ester C(C)(C)(C)OC(=O)N1CCN(CC1)C1=C(C(=NC2=C(C=CC=C12)OC1=C(C=CC=2NN=NC21)C)C2=C1CCN(CC1=CC=C2)C)C#N